C1(CC1)S(=O)(=O)N1N=CC(=C1)C1=NC=CC(=N1)NC1=NC=C(C(=C1)N1CCC(CC1)C(CN(C)C)N)C#CC1=NN(C=C1)C 1-(1-(2-((2-(1-(Cyclopropylsulfonyl)-1H-pyrazol-4-yl)pyrimidin-4-yl)amino)-5-((1-methyl-1H-pyrazol-3-yl)ethynyl)pyridin-4-yl)piperidin-4-yl)-N2,N2-dimethylethane-1,2-diamine